(S)-2-((4-((3-fluorobenzyl)oxy)benzyl)carbamoyl)pyrrolidin-1-ium FC=1C=C(COC2=CC=C(CNC(=O)[C@H]3[NH2+]CCC3)C=C2)C=CC1